O[C@H]1[C@@H](O[C@@H]([C@H]([C@@H]1O)O)CO)C1=CC=C(C#N)C=C1 4-((2S,3R,4R,5S,6R)-3,4,5-trihydroxy-6-(hydroxymethyl)tetrahydro-2H-pyran-2-yl)benzonitrile